2-cyclohexylisoindol-1-one C1(CCCCC1)N1C(C2=CC=CC=C2C1)=O